tert-Butyl N-[[8-[3-(3-bromo-2-chloro-phenyl)-2-chloro-phenyl]-4-oxo-pyrido[1,2-a]pyrimidin-3-yl]methyl]-N-[[(2S)-5-oxopyrrolidin-2-yl]methyl]carbamate BrC=1C(=C(C=CC1)C=1C(=C(C=CC1)C1=CC=2N(C(C(=CN2)CN(C(OC(C)(C)C)=O)C[C@H]2NC(CC2)=O)=O)C=C1)Cl)Cl